butyric acid (E)-3-hexenyl ester C(C\C=C\CC)OC(CCC)=O